BrC1=C(C=C(C(=O)OC)C=C1)C methyl 4-bromo-3-methyl-benzoate